[Cl-].C(CCCCCCCCC)[N+](C)(C)CCCCCCCCCC didecyl-dimethylammonium chloride